OC1=CC=C(C=C1)P(C1=CC=CC2=CC=CC=C12)(C1=CC=C(C=C1)O)=O bis(4-hydroxyphenyl)(1-naphthyl)phosphine oxide